2-((1S,3S)-3-aminocyclopentyl)acetic acid N[C@@H]1C[C@H](CC1)CC(=O)O